F[B-](F)(F)F.C(CCC)N1C=CC=C1 N-butyl-pyrrole tetrafluoroborate